FC1=C(C(=CC=C1)F)C1=NC2=C(C3=C(N1)C=CC(=C3)N3C[C@@H](O[C@H](C3)C)C)NN=C2C (2S,6S)-4-(5-(2,6-difluorophenyl)-3-methyl-1,6-dihydrobenzo[d]pyrazolo[3,4-f][1,3]diazepin-9-yl)-2,6-dimethylmorpholine